1-(2-(4-(2-(2,6-dimethylpyridin-4-yl)-3-isopropyl-1H-indol-5-yl)piperidin-1-yl)-2-oxoethyl)pyridin-2(1H)-one CC1=NC(=CC(=C1)C=1NC2=CC=C(C=C2C1C(C)C)C1CCN(CC1)C(CN1C(C=CC=C1)=O)=O)C